4-(2,7-bis(3-fluorophenyl)-9H-carbazol-9-yl)benzoic acid FC=1C=C(C=CC1)C1=CC=2N(C3=CC(=CC=C3C2C=C1)C1=CC(=CC=C1)F)C1=CC=C(C(=O)O)C=C1